(m-chlorophenyl)(4,5-dimethylthiazol-2-yl)methylamine ClC=1C=C(C=CC1)NCC=1SC(=C(N1)C)C